5,6-dimethoxy-2,3,8,9,12,13-hexa(pentyloxy)dibenzo[fg,op]naphthacene-1-amine COC1=CC=2C3=C4C(C5=CC(=C(C=C5C=5C4=C(C2C=C1OC)C(=C(C5)OCCCCC)OCCCCC)OCCCCC)OCCCCC)=C(C(=C3OCCCCC)OCCCCC)N